N[C@@H]1[C@@H](OCC12CCN(CC2)C=2N=C(C(=NC2CO)C=2C(=C(C#N)C=CC2)Cl)C)C {5-[(3S,4S)-4-amino-3-methyl-2-oxa-8-azaspiro[4.5]dec-8-yl]-6-(hydroxymethyl)-3-methylpyrazin-2-yl}-2-chlorobenzonitrile